P(=O)(O[C@H]1O[C@@]([C@@H]([C@@H]1O)O)(C#N)C1=CC=C2C(=NC=NN21)N)(OC)OC[C@@H](COCCCCCCCCCCCCCCCCCC)OCC2=C(C=CC=C2)C#N ((2R,3s,4R,5R)-5-(4-aminopyrrolo[2,1-f][1,2,4]triazin-7-yl)-5-cyano-3,4-dihydroxytetrahydrofuran-2-yl) methyl ((R)-2-((2-cyanobenzyl) oxy)-3-(octadecyloxy) propyl) phosphate